[3-(3-carboxypiperazin-1-yl)propyl]phosphonic acid C(=O)(O)C1CN(CCN1)CCCP(O)(O)=O